tert-butyl-sodium butoxide [O-]CCCC.C(C)(C)(C)[Na]